C(#N)C1CC12CC1(CN(C1)C(=O)OC(C)(C)C)C2 tert-Butyl 1-cyano-7-azadispiro[2.1.35.13]nonane-7-carboxylate